B(OC(C)(C)C)(OC=1N(C2=CC=C(C=C2C1)O[Si](C)(C)C(C)(C)C)C(=O)OC(C)(C)C)[O-] tert-butyl (1-(tert-butoxycarbonyl)-5-((tert-butyldimethylsilyl) oxy)-1H-indol-2-yl) borate